(S)-1-(3-methylpiperazin-1-yl)prop-2-en-1-one trifluoroacetate salt FC(C(=O)O)(F)F.C[C@H]1CN(CCN1)C(C=C)=O